3-[2-(4-fluoro-phenyl)-ethyl]-5-hydroxy-2,3-dihydro-1H-pyrido[2,1-f][1,2,4]triazine-4,6-dione FC1=CC=C(C=C1)CCN1CNN2C(C1=O)=C(C(C=C2)=O)O